2-((4-sulfamoylphenyl)amino)thiazol-4-yl-benzenesulfonamide S(N)(=O)(=O)C1=CC=C(C=C1)NC=1SC=C(N1)C1=C(C=CC=C1)S(=O)(=O)N